[Si](C)(C)(C(C)(C)C)OCC1=CC=C(C=C1)CN1CCN(CC1)C1=CC=C(C=N1)N 6-[4-[[4-[[tert-butyl(dimethyl)silyl]oxymethyl]phenyl]methyl]piperazin-1-yl]pyridin-3-amine